(2E)-1-[2-(3-chloro-4-methoxyphenyl)-3-(pyridin-4-yl)-6,7-dihydropyrazolo[1,5-a]pyrazin-5(4H)-yl]-4-(dimethylamino)but-2-en-1-one ClC=1C=C(C=CC1OC)C1=NN2C(CN(CC2)C(\C=C\CN(C)C)=O)=C1C1=CC=NC=C1